ClC1=CC=C2C(=N1)N=C(O2)N2CCN(CC2)C(=O)C2=CC=C(C=C2)C=2N=NN(C2)CC2(CC2)F [4-(5-chlorooxazolo[4,5-b]pyridin-2-yl)piperazin-1-yl]-[4-[1-[(1-fluorocyclopropyl)methyl]triazol-4-yl]phenyl]methanone